tert-butyl (4R,9aS)-2-(8-cyano-5-quinolyl)-4-methyl-3,4,6,7,9,9a-hexahydro-1H-pyrazino[1,2-a]pyrazine-8-carboxylate C(#N)C=1C=CC(=C2C=CC=NC12)N1C[C@@H]2N([C@@H](C1)C)CCN(C2)C(=O)OC(C)(C)C